methyl 4-amino-3,6-dichloro-5-fluoropyridinecarboxylate NC1=C(C(=NC(=C1F)Cl)C(=O)OC)Cl